FC1=CC2=C(OCC(CN2C(=O)OC(C)(C)C)=C)C=C1F tert-butyl 7,8-difluoro-3-methylene-3,4-dihydrobenzo[b][1,4]oxaazepine-5(2H)-carboxylate